NC1=CC(=C2C(CCO2)=C1C#N)C1=C(C=C(C=C1)C(=C)C)F 5-amino-7-(2-fluoro-4-(prop-1-en-2-yl)phenyl)-2,3-dihydrobenzofuran-4-carbonitrile